OCC[N+](C)(C)C.P(=O)([O-])([O-])[O-].OCC[N+](C)(C)C.OCC[N+](C)(C)C phosphate choline salt